tert-Butyl 3-[[(1R)-1-[3,6-dimethyl-2-(1-methylindazol-3-yl)-4-oxo-chromen-8-yl]ethyl]amino]pyridine-2-carboxylate CC1=C(OC2=C(C=C(C=C2C1=O)C)[C@@H](C)NC=1C(=NC=CC1)C(=O)OC(C)(C)C)C1=NN(C2=CC=CC=C12)C